(4-bromo-2,5-dimethoxyphenyl)(isopropyl)sulfane BrC1=CC(=C(C=C1OC)SC(C)C)OC